O1C=CC=2C1=C1C3=C(NC1=CC2)C(NCC3)=O 6,8,9,10-tetrahydro-7H-furo[2,3-e]pyrido[3,4-b]indol-7-one